tert-butyl ((1S,2S,4S)-2-(dimethylamino)-4-(3-fluorophenyl)cyclohexyl)-carbamate CN([C@@H]1[C@H](CC[C@@H](C1)C1=CC(=CC=C1)F)NC(OC(C)(C)C)=O)C